N1C(=NC2=C1C=CC=C2)C2=CC(=NN2CC2=CC=C(C=C2)OC)NC(=O)C=2C=CC(=NC2)N2[C@@H](CCC2)C(=O)OC(C)(C)C tert-butyl (2s)-1-[5-[[5-(1H-benzimidazol-2-yl)-1-[(4-methoxyphenyl)-methyl]pyrazol-3-yl]carbamoyl]-2-pyridyl]pyrrolidine-2-carboxylate